methyl-2-(2-chloro-4-(2,4-dichlorophenoxy) phenyl)-2-oxoacetate COC(C(=O)C1=C(C=C(C=C1)OC1=C(C=C(C=C1)Cl)Cl)Cl)=O